C(C)S(=O)(=O)C1=CC=C(CNC(C2=CC=C(C=C2)C2CN(CC2)C2=CC=C(C=C2)C(F)(F)F)=O)C=C1 N-(4-(ethylsulfonyl)benzyl)-4-(1-(4-(trifluoromethyl)phenyl)pyrrolidin-3-yl)benzamide